[1,2,4]triazolo[1,5-a]pyrazine-2,7-dicarboxylate N1=C(NN2C1=CN(C=C2)C(=O)[O-])C(=O)[O-]